3-(2-(2-(hydroxymethyl)pyrrolidin-1-yl)pyrimidin-4-yl)urea OCC1N(CCC1)C1=NC=CC(=N1)NC(N)=O